2-amino-N-((6-methoxy-3-pyridinyl)methyl)-3-methyl-N-((1R)-1-(2-pyrimidinyl)ethyl)-6-quinolinecarboxamide NC1=NC2=CC=C(C=C2C=C1C)C(=O)N([C@H](C)C1=NC=CC=N1)CC=1C=NC(=CC1)OC